C(C)(C)(C)OC(N(CCCCO)CC1=C(C=CC2=CC=CC=C12)OCC1=CC=C(C=C1)F)=O ((2-((4-fluorobenzyl)oxy)naphthalene-1-yl)methyl)(4-hydroxybutyl)carbamic acid tert-butyl ester